ClC=1C=CC=C2C(C(=C(NC12)C1=CC=CC=C1)[C@H](C)NS(=O)C(C)(C)C)=O N-((S)-1-(8-chloro-4-oxo-2-phenyl-1,4-dihydroquinolin-3-yl)ethyl)-2-methylpropane-2-sulfinamide